cerium (III) Triisopropoxide CC([O-])C.CC([O-])C.CC([O-])C.[Ce+3]